(2-fluorophenyl)-N-{5-[1-methyl-3-(trifluoromethyl)pyrazol-5-yl](2-thienyl)}carboxamide FC1=C(C=CC=C1)C(=O)NC=1SC(=CC1)C1=CC(=NN1C)C(F)(F)F